CONC1=NC(=NC(=C1)C)NC(=O)NC1=CC2=CC=CC=C2C=C1 1-(4-(methoxyamino)-6-methylpyrimidin-2-yl)-3-(naphthalen-2-yl)urea